di-tert-butyl 3,3'-((2-amino-2-((3-(tert-butoxy)-3-oxopropoxy)methyl)propane-1,3-diyl)bis(oxy))dipropanoate NC(COCCC(=O)OC(C)(C)C)(COCCC(=O)OC(C)(C)C)COCCC(=O)OC(C)(C)C